FC(CCN1CCN(CC1)C1=CC=CC=2NC=NC21)(F)F 4-(4-(3,3,3-trifluoropropyl)piperazin-1-yl)-1H-benzo[d]Imidazole